C(C)(C)(C)OC(=O)N1C[C@@H](CCC1)NC1=C2C(=NC=C1C=1OC(=CN1)C(=O)OCC)N(C=C2)COCC[Si](C)(C)C ethyl (R)-2-(4-((1-(tert-butoxycarbonyl)piperidin-3-yl)amino)-1-((2-(trimethyl silyl)ethoxy)methyl)-1H-pyrrolo[2,3-b]pyridin-5-yl)oxazole-5-carboxylate